3-Butoxy-2,5-diethylphenol C(CCC)OC=1C(=C(C=C(C1)CC)O)CC